Tert-butyl N-tert-butoxycarbonyl-N-[6-chloro-2-[(4-cyano-2-fluorophenyl)methoxy]pyrimidin-4-yl]carbamate C(C)(C)(C)OC(=O)N(C(OC(C)(C)C)=O)C1=NC(=NC(=C1)Cl)OCC1=C(C=C(C=C1)C#N)F